(6,7-dichloro-1-(fluoromethyl)-1,3,4,5-tetrahydro-2H-pyrido[4,3-b]indol-2-yl)(5-methoxypyrimidin-2-yl)methanone ClC1=C(C=CC=2C3=C(NC12)CCN(C3CF)C(=O)C3=NC=C(C=N3)OC)Cl